N-(tert-butyl)-3-(5''-formyldispiro[cyclopropane-1,1'-cyclohexane-4',3''-indoline]-1''-carbonyl)benzenesulfonamide di-iron [Fe].[Fe].C(C)(C)(C)NS(=O)(=O)C1=CC(=CC=C1)C(=O)N1CC2(C3=CC(=CC=C13)C=O)CCC1(CC2)CC1